BrC1=C(C=C2CCCOC2=C1)C(C)=O 1-(7-Bromochroman-6-yl)ethan-1-one